ethyl (S)-2-(4-bromo-2,5-difluorobenzyl)-4-fluoro-1-(oxetan-2-ylmethyl)-1H-benzo[d]imidazole-6-carboxylate BrC1=CC(=C(CC2=NC3=C(N2C[C@H]2OCC2)C=C(C=C3F)C(=O)OCC)C=C1F)F